(3-(4-(7H-pyrrolo[2,3-d]pyrimidin-4-yl)-1H-pyrazol-1-yl)-1-(cyclopropylsulfonyl)azetidin-3-yl)acetonitrile N1=CN=C(C2=C1NC=C2)C=2C=NN(C2)C2(CN(C2)S(=O)(=O)C2CC2)CC#N